trans-4-((4-(2-Cyclopropyloxazol-4-yl) pyridin-2-yl)((trans-4-(5-methoxy-6-methylpyridin-2-yl)cyclohexyl)methyl) carbamoyl)cyclohexyl ((R)-2-hydroxypropyl)carbamate O[C@@H](CNC(O[C@@H]1CC[C@H](CC1)C(N(C[C@@H]1CC[C@H](CC1)C1=NC(=C(C=C1)OC)C)C1=NC=CC(=C1)C=1N=C(OC1)C1CC1)=O)=O)C